COC1=CC=C(CN2C=C(C3=CC=CC=C23)C(=O)NC2=C(C(=O)O)C=CC=C2)C=C1 2-[1-(4-methoxybenzyl)-1H-indole-3-carboxamido]Benzoic acid